α-ethyl-α-methyl-γ-caprolactone C(C)C1(C(=O)OC(C1)CC)C